C(#N)C1=NC=CC(=N1)C1(CCCC1)NC(OCC1=CC(=CC=C1)Br)=O 3-bromobenzyl (1-(2-cyanopyrimidin-4-yl)cyclopentyl)carbamate